C(#N)C(C)(C)N1N=C(C(=C1)NC1=NC=C(C(=N1)OCC1CCC(CC1)NC(C)=O)C)C N-((1R,4R)-4-(((2-((1-(2-cyanopropan-2-yl)-3-methyl-1H-pyrazol-4-yl)amino)-5-methylpyrimidin-4-yl)oxy)methyl)cyclohexyl)acetamide